2-methylbutan-1-on CC(C=O)CC